N-(3-chlorophenyl)pyrimido[6',1':2,3]imidazo[4,5-b][1,6]naphthyridin-12-amine ClC=1C=C(C=CC1)NC1=C2C(=NC3=CC=NC=C13)N1C(=N2)C=CN=C1